NC=1C=CC(=C(C1)N1N=C(C=2C=NC(=CC21)Cl)NCCN(C)C)OC N1-(1-(5-amino-2-methoxyphenyl)-6-chloro-1H-pyrazolo[4,3-c]pyridin-3-yl)-N2,N2-dimethylethane-1,2-diamine